N-methyl-4-(trifluoromethyl)piperidin-4-amine dihydrochloride Cl.Cl.CNC1(CCNCC1)C(F)(F)F